FC1=C(C=O)C(=CC=C1)S(=O)(=O)C=1C=C(C)C=CC1 2-fluoro-6-(m-toluenesulfonyl)benzaldehyde